diphenyltriazolyl-diphenyltriazolin C1(=CC=CC=C1)C1(C(N(N=N1)C1=CC=CC=C1)(C1=CC=CC=C1)C=1N=NNC1)C1=CC=CC=C1